BrC=1C=C2C(=CN1)OC=C2C2C(NC(CC2)=O)=O 3-(5-bromofuro[2,3-c]pyridin-3-yl)piperidine-2,6-dione